IC=1C(=NC=C(C1)OCC(F)F)C 3-iodo-5-(2,2-difluoroethoxy)-2-methylpyridine